CCCCCCCCCCCCCCCCCCCCCCC(C(=O)O[C@H](CCCCCCCCCCCCCCC)CC(=O)N[C@@H]1[C@H]([C@@H]([C@H](O[C@@H]1OP(=O)(O)O)CO[C@H]2[C@@H]([C@H]([C@@H]([C@H](O2)CO)OP(=O)(O)O)O)NC(=O)C[C@@H](CCCCCCCCCCCCCCC)OC(=O)C(CCCCCCCCCCCCCCCCCCCCCC)O)O)O)O The molecule is a lipid A derivative, prepared from Campylobacter jejuni HS:19, in which each of its two glucosaminyl units is substituted on nitrogen by a 3-(2-hydroxytetracosanoyloxy)octadecanoyl unit.